P(O)(O)(O)=O.[F] Fluorine Phosphorate